ClC=1C(=CC(=NC1)C(C(=O)N)C1CCCCC1)C1=C2N(N=C1)CC(C2)(C)C (5-chloro-4-(5,5-dimethyl-5,6-dihydro-4H-pyrrolo[1,2-b]pyrazol-3-yl)pyridin-2-yl)-2-cyclohexylacetamide